N-cyclohexyl-6-(hydroxymethyl)-N-methylpyridineamide C1(CCCCC1)N(C(=O)C1=NC(=CC=C1)CO)C